C(=O)[O-].[Cu+2].C(CCCCCCC)N.C(CCCCCCC)N.C(CCCCCCC)N.C(=O)[O-] tris(octylamine) copper (II) formate